C(C)C(CO)(CCC)O 2-ethylpentane-1,2-diol